O1C2=C(NCC1)N=C(C=C2)CCOC=2C=C1C=NN(C1=CC2)[C@H](CC(=O)O)C=2C=NC(=CC2)OC (R)-3-(5-(2-(3,4-dihydro-2H-pyrido[3,2-b][1,4]oxazin-6-yl)ethoxy)-1H-indazol-1-yl)-3-(6-methoxypyridin-3-yl)propanoic acid